C(C)(C)(C)OC(=O)N[C@@H]1CC[C@H](CC1)N(C(OC(C)(C)C)=O)CC1=C(C=C(C=C1)B1OC(C(O1)(C)C)(C)C)F tert-butyl (trans-4-((tert-butoxycarbonyl)amino)cyclohexyl)(2-fluoro-4-(4,4,5,5-tetramethyl-1,3,2-dioxaborolan-2-yl)benzyl)carbamate